C(C1=CC=CC=C1)OC1CC=2C=C(C=C3C(=C(N(C1)C32)C=3C(=NC=C(C3)N3CCOCC3)[C@H](C)OC)C=O)Br 10-benzyloxy-6-bromo-2-[2-[(1S)-1-methoxyethyl]-5-morpholino-3-pyridyl]-1-azatricyclo[6.3.1.04,12]dodeca-2,4,6,8(12)-tetraene-3-carbaldehyde